O1C(NC2=C1C=CC(=C2)C2(NC(=NC=C2C)NC=2C=NC(=CC2)N2CCN(CC2)C(=O)OC)N)=O 4-(benzo[d]oxazol-2(3H)-one-5-yl)-N2-(6-(4-methoxycarbonylpiperazin-1-yl)pyridin-3-yl)-5-methylpyrimidine-2,4-diamine